C(C)O/C=C/C1OC(C(O1)(C)C)(C)C 2-[(E)-2-ethoxyvinyl]4,4,5,5-tetramethyl-1,3-dioxolane